CN(CCOC)C1=CC=CC=C1 N-methyl-benzeneyl-2-methoxyethylamine